L-Homoserin N[C@@H](CCO)C(=O)O